1,3-bis(4'-hydroxybenzoyl)benzene tert-butyl-(2S,6S)-4-(2-(2-methoxyethoxy)quinazolin-5-yl)-2,6-dimethylpiperazine-1-carboxylate C(C)(C)(C)OC(=O)N1[C@H](CN(C[C@@H]1C)C1=C2C=NC(=NC2=CC=C1)OCCOC)C.OC1=CC=C(C(=O)C2=CC(=CC=C2)C(C2=CC=C(C=C2)O)=O)C=C1